2-cyclohexyl-2-(3-methylhexyl)-1,3-dimethoxypropane C1(CCCCC1)C(COC)(COC)CCC(CCC)C